Triethylene glycol bis(3-tert-butyl-4-hydroxy-5-methyl-phenyl)propionate C(C)(C)(C)C=1C=C(C=C(C1O)C)C(C(=O)OCCOCCOCCO)(C)C1=CC(=C(C(=C1)C)O)C(C)(C)C